2-[β-(N-carbazolyl)propionyloxy]ethyl acrylate C(C=C)(=O)OCCOC(CCN1C2=CC=CC=C2C=2C=CC=CC12)=O